4-acetyl-5-methyl-3-phenyl-1H-pyrrole-2-carboxylic acid ethyl ester C(C)OC(=O)C=1NC(=C(C1C1=CC=CC=C1)C(C)=O)C